OC1=C(N=NC2=CC=CC=C12)C(=O)O 4-Hydroxycinnoline-3-carboxylic acid